Tert-Butyl (2R,5S)-4-(5-(2-fluorophenyl)-7-tosyl-7H-pyrrolo[2,3-d]pyrimidin-4-yl)-2,5-dimethylpiperazine-1-carboxylate FC1=C(C=CC=C1)C1=CN(C=2N=CN=C(C21)N2C[C@H](N(C[C@@H]2C)C(=O)OC(C)(C)C)C)S(=O)(=O)C2=CC=C(C)C=C2